[I-].O(C1=CC=CC=C1)C(OC1=CC=CC=C1)(OC1=CC=CC=C1)[PH3+] triphenoxymethylphosphonium iodide